1,2-epoxyoctylbenzene C(CCCCCCC)C1=C2C(=CC=C1)O2